4-METHOXY-2-(METHYLAMINO)BUTANOIC ACID COCCC(C(=O)O)NC